Cl.NCC(=O)C1=CC=C(C=C1)F 2-amino-1-(4-fluorophenyl)ethan-1-one-hydrogen chloride salt